10-(2-(4-methoxyphenyl)indol-3-yl)-10H-phenothiazine COC1=CC=C(C=C1)C=1NC2=CC=CC=C2C1N1C2=CC=CC=C2SC=2C=CC=CC12